N-[4-(2,5-dioxo-2,5-dihydro-1H-pyrrol-1-yl)phenyl]-beta-alaninamide O=C1N(C(C=C1)=O)C1=CC=C(C=C1)NC(CCN)=O